trimethylol(thiophen-2-ylethynyl)silane C(O)[Si](C#CC=1SC=CC1)(CO)CO